(2S)-2-(5-(4-(4-(3-(2,4-dihydroxy-5-isopropylphenyl)-5-(ethylcarbamoyl)-4H-1,2,4-triazol-4-yl)benzyl)piperazin-1-yl)-2-methyl-5-oxopentanoyloxy)propanoic acid OC1=C(C=C(C(=C1)O)C(C)C)C1=NN=C(N1C1=CC=C(CN2CCN(CC2)C(CCC(C(=O)O[C@H](C(=O)O)C)C)=O)C=C1)C(NCC)=O